O=C1NC(CCC1N1C(C2=CC=C(C=C2C1=O)O[C@@H]1CN(CC1)CC1=C2C=CC=NC2=CC=C1)=O)=O 2-(2,6-Dioxopiperidin-3-yl)-5-(((S)-1-(quinolin-5-ylmethyl)pyrrolidin-3-yl)oxy)isoindoline-1,3-dione